NC1=NC=C(C=O)C=C1C1=CC=NC=C1 6-AMINO-5-(PYRIDIN-4-YL)NICOTINALDEHYDE